C(#N)C1=CC(=C(COC2=CC=CC(=N2)C2=CC(=C(CC3=NC4=C(N3[C@H]3COC[C@H]3OC)C=C(C=C4F)C(=O)O)C=C2F)F)C=C1)F 2-(4-(6-((4-cyano-2-fluorobenzyl)oxy)pyridin-2-yl)-2,5-difluorobenzyl)-4-fluoro-1-((3S,4S)-4-methoxytetrahydrofuran-3-yl)-1H-benzo[d]imidazole-6-carboxylic acid